Dimethyl-m-isopropenyl-benzyl isocyanate CC(C1=CC(=CC=C1)C(=C)C)(C)N=C=O